ClC1=C(CN2C(C(C3=CC=C(C=C23)CNS(=O)(=O)C2=C(C=C(C=C2F)F)F)(C)C)=O)C(=CC=C1)F N-((1-(2-chloro-6-fluorobenzyl)-3,3-dimethyl-2-oxoindolin-6-yl)methyl)-2,4,6-trifluorobenzenesulfonamide